6-chloro-5-cyanonicotinic acid ClC1=NC=C(C(=O)O)C=C1C#N